OC(C(=O)O)=CC1=CC=CC=C1.N[C@@H](CC1=CNC2=CC=CC=C12)C(=O)O Tryptophan hydroxycinnamate